tert-butyl N-[2-[[5-[[[6-[3-methyl-4-[methyl(propanoyl)amino] phenyl] pyridine-3-carbonyl]amino]methyl]-2-pyridyl]amino]ethyl]carbamate CC=1C=C(C=CC1N(C(CC)=O)C)C1=CC=C(C=N1)C(=O)NCC=1C=CC(=NC1)NCCNC(OC(C)(C)C)=O